ClC1=NC(=C(C(=C1C#N)C1CC1)C#N)N1CC(N(CC1)C)=O 2-chloro-4-cyclopropyl-6-(4-methyl-3-oxopiperazin-1-yl)pyridine-3,5-dicarbonitrile